FC1=C(CNC(C2=CC(=CC=C2)CN2C=NC3=CC=C(C=C3C2=O)C=2C=NNC2)=O)C(=CC=C1)F N-(2,6-Difluorobenzyl)-3-((4-oxo-6-(1H-pyrazol-4-yl)quinazolin-3(4H)-yl)methyl)benzamide